1-(4-(4-(2-(2-hydroxypropan-2-yl)pyridin-4-yl)benzyl)phenyl)-5-methyl-1H-pyrazole-3-carboxamide OC(C)(C)C1=NC=CC(=C1)C1=CC=C(CC2=CC=C(C=C2)N2N=C(C=C2C)C(=O)N)C=C1